FC(C=1N=NN(C1)C1=CC=C(C(=C1CO)F)OC)F (6-(4-(difluoromethyl)-1H-1,2,3-triazol-1-yl)-2-fluoro-3-methoxyphenyl)methanol